N=1C=NN2C1C(=CC=C2)C#CC[C@H]2C[C@@H]1N(CCN(C1)C(=O)OC(C)(C)C)C2=O tert-butyl (7S,8aS)-7-(3-([1,2,4]triazolo[1,5-a]pyridin-8-yl)prop-2-yn-1-yl)-6-oxohexahydropyrrolo[1,2-a]pyrazine-2(1H)-carboxylate